FC(CNC1CC=C(CC1)C1=CN=C(C=2N1C(=NC2C2=CC=C(C1=CC=CC=C21)CC2=NC1=C(N2)C=CC=C1C)C(C)C)N)F 5-{4-[(2,2-Difluoroethyl)amino]cyclohex-1-en-1-yl}-1-{4-[(4-methyl-1H-1,3-benzodiazol-2-yl)-methyl]naphthalen-1-yl}-3-(propan-2-yl)imidazo[1,5-a]pyrazin-8-amin